FC1=CC=C(C=C1)N1N=CC2=C1C[C@@H]1CCN(C[C@]1(C2)C(C2=NC=CC=C2)=O)S(=O)(=O)C=2C=C(C#N)C=CC2 3-(((4aR,8aS)-1-(4-fluorophenyl)-4a-picolinoyl-4a,5,7,8,8a,9-hexahydro-1H-pyrazolo[3,4-g]isoquinolin-6(4H)-yl)sulfonyl)benzonitrile